N[C@@H](C(=O)NC=1C=CC=C2C(=CNC12)C=1C=NNC1)CC1=CC=CC=C1 (2R)-2-amino-3-phenyl-N-[3-(1H-pyrazol-4-yl)-1H-indol-7-yl]propanamide